C1(C(C)O1)=O z-lactolactone